BrC1=CC=C(C(=C1)C1=C(C=CC=C1)Cl)C(=O)N1C[C@H](N(CC1)C1[C@H](N(C1)C(C=C)=O)C)C 1-((2R)-3-((R)-4-(5-bromo-2'-chloro-[1,1'-biphenyl]-2-carbonyl)-2-methylpiperazin-1-yl)-2-methylazetidin-1-yl)prop-2-en-1-one